6-chloro-2-(4-methyl-1H-pyrazol-3-yl)-3-(methylsulfanyl)pyridine ClC1=CC=C(C(=N1)C1=NNC=C1C)SC